ClC1=NC=CC(=C1N1C(C2=CC(=C(C=C2C(=C1)C(C)C)B1OC(C(O1)(C)C)(C)C)F)=O)C 2-(2-chloro-4-methylpyridin-3-yl)-7-fluoro-4-isopropyl-6-(4,4,5,5-tetramethyl-1,3,2-dioxaborolan-2-yl)isoquinolin-1(2H)-one